ClC1=C(N=C2C(=N1)C=NC=C2)OCC2=CC=C(C=C2)OC chloro-2-((4-methoxybenzyl)oxy)pyrido[3,4-b]pyrazine